O=C1N(CCC1)CCCNC(=O)N1N=CC2=CC=CC=C12 N-(3-(2-oxopyrrolidin-1-yl)propyl)-1H-indazole-1-carboxamide